acrylamide dizinc [Zn].[Zn].C(C=C)(=O)N